6-(4-bromophenyl)-2-((2-fluoro-4-(trifluoromethyl)phenyl)carbamoyl)-3-methylcyclohexane-1-carboxylic acid BrC1=CC=C(C=C1)C1CCC(C(C1C(=O)O)C(NC1=C(C=C(C=C1)C(F)(F)F)F)=O)C